2-(7-((2R,5R)-5-ethyl-2-(hydroxymethyl)-4-(1-(quinoxalin-6-yl)ethyl)piperazine-1-yl)-4-methyl-5-oxo-4,5-dihydro-2H-pyrazolo[4,3-b]Pyridin-2-yl)acetonitrile C(C)[C@H]1N(C[C@@H](N(C1)C=1C=2C(N(C(C1)=O)C)=CN(N2)CC#N)CO)C(C)C=2C=C1N=CC=NC1=CC2